NC1=NN2C(N=CC(=C2)Cl)=C1C(=O)[O-] 2-amino-6-chloro-pyrazolo[1,5-a]pyrimidine-3-carboxylate